tert-butyl (E)-4-(3-((1-bromo-4-methoxy-4-oxobut-2-en-2-yl)oxy)phenyl)piperidine-1-carboxylate BrC/C(=C\C(=O)OC)/OC=1C=C(C=CC1)C1CCN(CC1)C(=O)OC(C)(C)C